N1(N=CC=C1)CC1=CC=C(C=C1)CS(=O)(=O)O.N(=[N+]=[N-])CCOC1OC(C(C(C1NC(C)=O)O)O)CO N-(2-(2-azidoethoxy)-4,5-dihydroxy-6-(hydroxymethyl)tetrahydro-2H-pyran-3-yl)acetamide 4-((1H-Pyrazol-1-yl)methyl)phenylmethanesulfonate